ethyl 3-(3,5-difluoroanilino)-2-methyl-2-nitro-propanoate FC=1C=C(NCC(C(=O)OCC)([N+](=O)[O-])C)C=C(C1)F